2-(3,5-dichloro-1-methyl-indazol-4-yl)-1-[(1S,3R)-3-(hydroxymethyl)-5-(1-hydroxy-1-methylethyl)-1-methyl-3,4-dihydro-1H-isoquinolin-2-yl]ethanone ClC1=NN(C2=CC=C(C(=C12)CC(=O)N1[C@H](C2=CC=CC(=C2C[C@@H]1CO)C(C)(C)O)C)Cl)C